(E)-2-bromo-3-chloro-3-phenylacrylate Br\C(\C(=O)[O-])=C(/C1=CC=CC=C1)\Cl